C(C)(C)(C)OC(=O)N1CCC(CC1)OC1=CC=CC=2N(C(N(C21)C)=O)C2C(NC(CC2)=O)=O 4-[1-(2,6-dioxo-3-piperidinyl)-3-methyl-2-oxo-benzoimidazol-4-yl]oxypiperidine-1-carboxylic acid tert-butyl ester